OCC=1C=C(C2=C(N=C(O2)C=2C(=C(C=CC2)C2=C(C(=CC=C2)NC2=NC=C3C=C(C=NC3=C2)CN2CC(CC2)O)C)C)C1)C#N 5-(hydroxymethyl)-2-(3'-((3-((3-hydroxypyrrolidin-1-yl)methyl)-1,6-naphthyridin-7-yl)amino)-2,2'-dimethyl-[1,1'-biphenyl]-3-yl)benzo[d]oxazole-7-carbonitrile